COC1=CC=C2C(=CNC2=C1)C1=C2CNC(C2=C(C=C1)NC1=NC=C(C=C1)N1CCN(CC1)C)=O 4-(6-methoxy-1H-indol-3-yl)-7-[[5-(4-methylpiperazin-1-yl)-2-pyridyl]amino]isoindolin-1-one